O=C1NC(CCC1N1C(C2=CC=C(C=C2C1)NC(=O)C1=CC=C(OC2CN(C2)C(=O)OC(C)(C)C)C=C1)=O)=O tert-Butyl 3-(4-((2-(2,6-dioxopiperidin-3-yl)-1-oxoisoindolin-5-yl)carbamoyl)phenoxy)azetidine-1-carboxylate